CN(C=1C=NNC1C1=C(C=CC=C1)NC(C1=CC=C(C=C1)OCCN1CCCCC1)=O)C N-(2-(4-(dimethylamino)-1H-pyrazol-5-yl)phenyl)-4-(2-(piperidin-1-yl)ethoxy)benzamide